BrC=1C=C2C(=CCN(C2=NC1)NCC1=C(C=C(C=C1)OC)OC)C 6-bromo-N-[(2,4-dimethoxyphenyl)methyl]-4-methylnaphthyridin-1-amine